dimethyl-(2-methacryloyloxyethyl)(sulfomethyl)ammonium C[N+](CS(=O)(=O)O)(CCOC(C(=C)C)=O)C